1-octyl-3H-indolium C(CCCCCCC)[N+]1=CCC2=CC=CC=C12